ClC1=C(C(=CC=2N(C(=NC21)CC)C)C(F)(F)F)C=2C=C(C=CC2)NC(C2=CC(=C(C=C2)NC(\C=C\CCl)=O)C#N)=O (E)-N-(3-(4-chloro-2-ethyl-1-methyl-6-(trifluoromethyl)-1H-benzo[d]imidazol-5-yl)phenyl)-4-(4-chlorobut-2-enamido)-3-cyanobenzamide